1-(3-Fluoro-4-(3-(6-morpholinopyridin-3-yl)-1H-pyrazolo[3,4-c]pyridin-5-yl)-5-(trifluoromethyl)phenyl)-N-methylmethanamine FC=1C=C(C=C(C1C=1C=C2C(=CN1)NN=C2C=2C=NC(=CC2)N2CCOCC2)C(F)(F)F)CNC